tert-butyl 3-(4,4,5,5-tetramethyl-1,3,2-dioxa-borolan-2-yl)-9-azabicyclo[3.3.1]non-2-ene-9-carboxylate CC1(OB(OC1(C)C)C1=CC2CCCC(C1)N2C(=O)OC(C)(C)C)C